C=C(CN)CCCN 2-methylene-pentamethylenediamine